N1N=C(C2=CC=CC=C12)C1=CC=CC=C1C(=O)O indazolebenzoic acid